ClC1=C(C=C2C(=N1)N(C=C2)COCC[Si](C)(C)C)C(=O)OC methyl 6-chloro-1-((2-(trimethylsilyl) ethoxy) methyl)-1H-pyrrolo[2,3-b]pyridine-5-carboxylate